O1C(CC1)CNC1=C(C(=O)O)C=CC=C1 ((oxetan-2-ylmethyl)amino)benzoic acid